3-(2,3-dichloroanilino)-2-[3-(2-methoxyethoxy)pyridin-4-yl]-1,5,6,7-tetrahydro-4H-pyrrolo[3,2-c]pyridin-4-one ClC1=C(NC2=C(NC3=C2C(NCC3)=O)C3=C(C=NC=C3)OCCOC)C=CC=C1Cl